Methyl 6-chloro-4-methyl-1H-pyrrolo[2,3-b]pyridine-2-carboxylate ClC1=CC(=C2C(=N1)NC(=C2)C(=O)OC)C